C(C)(C)(C)[C@@]1(COCC2=C1NC(C1=C2C=C(S1)C1=C(C=NC=C1)C)=O)O (R)-4-(tert-butyl)-4-hydroxy-8-(3-methylpyridin-4-yl)-1,3,4,5-tetrahydro-6H-pyrano[4,3-b]thieno[3,2-d]pyridin-6-one